C(C)(=O)N1CC2(C1)CC(C2)(C2=NN=CN2C)C=2C=C(C=CC2)N2C(C1=CC(=CC(=C1C2)C(F)(F)F)CNC2(CCC2)C)=O 2-(3-(2-acetyl-6-(4-methyl-4H-1,2,4-triazol-3-yl)-2-azaspiro[3.3]heptane-6-yl)phenyl)-6-(((1-methylcyclobutyl)amino)methyl)-4-(trifluoromethyl)isoindolin-1-one